(3S,4S)-N-(5-(2-chlorophenyl)thiazol-2-yl)-1-cyano-4-methylpyrrolidine-3-carboxamide ClC1=C(C=CC=C1)C1=CN=C(S1)NC(=O)[C@@H]1CN(C[C@H]1C)C#N